CC1(COC1)CNC1CCC1 N-((3-methyloxetan-3-yl)methyl)cyclobutan-1-amine